3-nitro-8-(1H-tetrazole-5-yl)pyrazolo[5,1-c][1,2,4]triazin-4-amine ammonium salt [NH4+].[N+](=O)([O-])C1=C(N2C(N=N1)=C(C=N2)C2=NN=NN2)N